[Si].C(=C)[SiH](O[Si](C)(C)C)C vinyl-tetramethyl-disiloxane silicon